[N+](=O)([O-])C1=C(C=CC=C1)S(=O)(=O)SC S-methyl NitroPhenylThioSulfonate